(2R)-2-amino-2-(4-bromophenyl)ethan-1-ol hydrochloride Cl.N[C@@H](CO)C1=CC=C(C=C1)Br